ClC1=C(C=C(C=C1)OC)C1=CC=C(C=C1)C=O 2'-chloro-5'-methoxy-[1,1'-biphenyl]-4-carbaldehyde